FC(C=1C=CC(=NC1)CNN1C(C2=CC=CC=C2C1)=O)(F)F 2-[[5-(trifluoromethyl)-2-pyridyl]methylamino]isoindolin-1-one